ClC1=CC=C(CN2C(C(N(CC2=O)C2=NC=C(C=C2F)OC)=O)C2COC2)C=C1 4-(4-chlorobenzyl)-1-(3-fluoro-5-methoxypyridin-2-yl)-3-(oxetan-3-yl)piperazine-2,5-dione